2-[(6S*)-3,8,10-trifluoro-6H,11H-chromeno[4,3-b]indol-6-yl]ethanamine FC1=CC=C2C(=C1)O[C@H](C1=C2NC2=C(C=C(C=C12)F)F)CCN |o1:8|